CC1=CC=C(C=C1)S(=O)(=O)OC1COCC1 oxolan-3-yl 4-methylbenzenesulfonate